COC1=CC=2N(C=C1C(=O)NC1=CC=C(C=N1)N1CCN(CC1)C(=O)OC(C)(C)C)C=C(N2)C tert-butyl 4-(6-(7-methoxy-2-methylimidazo[1,2-a]pyridine-6-carboxamido)pyridin-3-yl)piperazine-1-carboxylate